F[B-](F)(F)F.CC1=C(C=C(C=C1)[N+](=O)[O-])[N+]#N 2-methyl-5-nitrobenzenediazonium tetrafluoroborate